The molecule is a diterpenoid of the clerodane group isolated from the bark of Casearia grewiifolia and has been shown to exhibit antimalarial and antimycobacterial activity. It has a role as a metabolite, an antimalarial and an antimycobacterial drug. It is an organic heterotricyclic compound, an acetate ester, a diterpenoid and a cyclic ether. C[C@H]1C[C@H]([C@@]23[C@@H]([C@@]1(C)CCC(=C)C=C)C[C@@H](C=C2[C@@H](O[C@@H]3OC(=O)C)OC(=O)C)OC(=O)CC(C)C)OC